silicon carbon nitrooxide [N+](=O)([O-])O[N+](=O)[O-].[C].[Si]